FC1=CC=C(C=C1)[C@@H](C(=O)N[C@@H]1COC2=C([C@H]1N1CCOCC1)C=CC=C2)C (2S)-2-(4-fluorophenyl)-N-[(trans)-4-(morpholin-4-yl)-3,4-dihydro-2H-1-benzopyran-3-yl]propanamide